BrC=1C=C(OC#CCCC2=CC=CC=C2)C=CC1 m-bromophenoxy(phenethyl)acetylene